1-((1R,5S,6s)-6-((6-chloro-3-nitropyridin-2-yl)amino)-3-azabicyclo[3.1.0]hexan-3-yl)ethan-1-one ClC1=CC=C(C(=N1)NC1[C@@H]2CN(C[C@H]12)C(C)=O)[N+](=O)[O-]